(1r,2s,5s)-2-chloromethyl-5-(4-fluorobenzyl)-2-methyl-1-(1H-1,2,4-triazol-1-ylmethyl)cyclopentanol ClC[C@@]1([C@@]([C@@H](CC1)CC1=CC=C(C=C1)F)(O)CN1N=CN=C1)C